Diglyme COCCOCCOC